FC=1C=C2C=CN=C(C2=C(C1)C)N(C(C1=CN=C(C=C1)C=1OC(=NN1)C)=O)[C@H]1CNCCC1 (R)-N-(6-fluoro-8-methylisoquinolin-1-yl)-6-(5-methyl-1,3,4-oxadiazol-2-yl)-N-(piperidin-3-yl)nicotinamide